C(C)SC=1C(=NC=C(C1)OC1=NC=CC=C1)C=1C=C2C=CC(N(C2=CN1)CC(C(F)(F)F)(F)F)=O 6-[3-ethylsulfanyl-5-(2-pyridyloxy)-2-pyridyl]-1-(2,2,3,3,3-pentafluoropropyl)-1,7-naphthyridin-2-one